2-hexanamine CC(CCCC)N